3-(5-(aminomethyl)-4-methoxy-1-oxoisoindolin-2-yl)piperidine-2,6-dione NCC=1C(=C2CN(C(C2=CC1)=O)C1C(NC(CC1)=O)=O)OC